ClC=1NC2=CC=CC=C2C1CCC=CNC=C 2-(2-chloro-1H-indol-3-ylethyl)-N-vinylethenamine